C1=CC=CC=2[C@@]34CC(CC[C@H]3[C@@H](CC12)NCC4)=O morphinan-6-one